CC(C(=O)N1[C@H]([C@H](CCC1)NS(=O)(=O)C)CO[C@@H]1CC[C@@H](CC1)C(C)C)(C)C N-(cis-1-(2,2-dimethylpropanoyl)-2-(((cis-4-isopropylcyclohexyl)oxy)methyl)-piperidin-3-yl)methanesulfonamide